C1(=CC=CC=C1)C1=C(C=CC(=C1)N)N phenyl-benzene-1,4-diamine